C(#N)C=1C=C(C=CC1)NC(C1=C(C=C(C=C1)C(F)(F)F)F)=O N-(3-cyanophenyl)-2-fluoro-4-(trifluoromethyl)Benzamide